C(C)OC(=O)C1(CC=2C(=CSC2)C1)C(=O)OCC 4H-cyclopenta[c]thiophene-5,5(6H)-dicarboxylic acid diethyl ester